SC(CS)C1=CC=C(C=C1)S 1,2,4-trimercaptoethylbenzene